BrC=1C(=C(C(=C(C1)C1(CCOCC1)O)F)F)OC 4-(5-bromo-2,3-difluoro-4-methoxyphenyl)tetrahydro-2H-pyran-4-ol